(S)-3-(1,3-dicarbonylisoindolin-2-yl)butyronitrile-4,4,4-d3 C(=O)=C1N(C(C2=CC=CC=C12)=C=O)[C@H](CC#N)C([2H])([2H])[2H]